2-[4-fluoro-3-[5-[(6-methyl-1,3-benzothiazol-2-yl)methyl]pyrrolo[3,2-c]pyridin-2-yl]phenoxy]ethanol FC1=C(C=C(OCCO)C=C1)C1=CC2=CN(C=CC2=N1)CC=1SC2=C(N1)C=CC(=C2)C